C(C)OC(=O)C=1NC=CC1NCC12CC3CC(CC(C1)C3)C2 3-((1-adamantylmethyl)amino)-1H-pyrrole-2-carboxylic acid ethyl ester